2-[4-(4-chlorophenoxy)-2-(trifluoromethyl)phenyl]-1-(1H-1,2,4-triazol-1-yl)propan-2-ol methyl-6-chloro-5-nitro-2-picolinate CC=1C(=NC(=C(C1)[N+](=O)[O-])Cl)C(=O)OC(CN1N=CN=C1)(C)C1=C(C=C(C=C1)OC1=CC=C(C=C1)Cl)C(F)(F)F